C[Si](C)(C)O[Si](C)(C)O[Si](C)(C)O[Si](O)(O)O[Si](C)(C)O[Si](C)(C)O[Si](C)(C)C tetradecamethyldihydroxyheptasiloxane